2-((1-methyl-3-(oxetan-3-yloxy)-1H-pyrazol-4-yl)amino)-7-(tetrahydrofuran-3-yl)-7H-pyrrolo[2,3-d]pyrimidine-6-carbonitrile CN1N=C(C(=C1)NC=1N=CC2=C(N1)N(C(=C2)C#N)C2COCC2)OC2COC2